C(=O)C1=C(C2=CC=CC=C2C=C1)/C(/C=C/C(=O)OCCCC)=C\C1=CC(=CC=C1)OC n-butyl (2E,4Z)-4-(2-formylnaphthalen-1-yl)-5-(3-methoxyphenyl)-2,4-pentadienoate